C(C)OC(C#N)=C α-ethoxyacrylonitrile